ClC=1C(=C(C=CC1F)[C@H](NC(=O)[C@H]1NC(NC1)=O)C1CC(C1)(C)C)F |o1:8| (4S)-N-[(R or S)-(3-chloro-2,4-di-fluorophenyl)(3,3-dimethylcyclobutyl)meth-yl]-2-oxoimidazolidine-4-carboxamide